FC1(OC2=C(O1)C=CC(=C2)[C@H](C)OC2=C(C=CC(=N2)N2N=C(C=1CCC[C@@H](C21)OC2=CC=C(C(=O)O)C=C2)C(F)(F)F)F)F 4-[[(7S)-1-[6-[(1S)-1-(2,2-difluoro-1,3-benzodioxol-5-yl)ethoxy]-5-fluoro-2-pyridyl]-3-(trifluoromethyl)-4,5,6,7-tetrahydroindazol-7-yl]oxy]benzoic acid